8-(3-cyclopropyl-1H-indol-7-yl)-7,9-difluoro-4,4-dimethyl-5H-tetrazolo[1,5-a]quinoxaline C1(CC1)C1=CNC2=C(C=CC=C12)C1=C(C=C2NC(C=3N(C2=C1F)N=NN3)(C)C)F